NC=1C=CC(N(C1)CC)=O 5-amino-1-ethylpyridin-2(1H)-one